2-([3-CHLORO-2-(DIMETHYLAMINO)PHENYL]SULFAMOYL)PROPANOIC ACID ClC=1C(=C(C=CC1)NS(=O)(=O)C(C(=O)O)C)N(C)C